CC=1N=C(OC1C)C(CO)(C)C 2-(4,5-dimethyl-1,3-oxazol-2-yl)-2-methylpropan-1-ol